2-((tert-Butoxycarbonyl)amino)-2-(5-fluoro-2-methoxyphenyl)acetic acid C(C)(C)(C)OC(=O)NC(C(=O)O)C1=C(C=CC(=C1)F)OC